(1S,3S)-3-((2-cyclobutyl-6-(5-(hydroxymethyl)-Methyl 1-methyl-1H-1,2,3-triazol-4-yl)pyridin-3-yl)oxy)cyclohexane-1-carboxylate C1(CCC1)C1=NC(=CC=C1O[C@@H]1C[C@H](CCC1)C(=O)[O-])C=1NN(N(C1CO)C)C